NC([C@H](CCC(=O)OC(C)(C)C)N1C(C2=CC=C(C(=C2C1)F)C[C@H]1OCCC[C@@H]1N)=O)=O tert-butyl (S)-5-amino-4-(5-(((2R,3S)-3-aminotetrahydro-2H-pyran-2-yl)methyl)-4-fluoro-1-oxoisoindolin-2-yl)-5-oxopentanoate